2-(8-chloro-2-(dimethylamino)-5-oxo-9-phenylbenzo[b][1,8]naphthyridin-10(5H)-yl)acetic acid ClC=1C=CC2=C(N(C=3N=C(C=CC3C2=O)N(C)C)CC(=O)O)C1C1=CC=CC=C1